methylenebismontanic acid amide C(CCCCCCCCCCCCCCCCCCCCCCCCCCCC(=O)N)CCCCCCCCCCCCCCCCCCCCCCCCCCCC(=O)N